C1(=CC=CC=C1)C1=CN=C(S1)C=O 5-phenylthiazole-2-carbaldehyde